C(C)(C)(C)OC(=O)N(C(OC(C)(C)C)=O)C1=NC=C(C=N1)[C@H]1C[C@@H](CC1)OC(=O)OC1=CC=C(C=C1)[N+](=O)[O-] |r| rac-tert-butyl (tert-butoxycarbonyl)(5-((1R,3R)-3-(((4-nitrophenoxy)carbonyl)oxy)cyclopentyl)pyrimidin-2-yl)carbamate